1,3,5-triazine chloride [Cl-].N1=CN=CN=C1